BrC=1C=C(NC2(CCC3(C(CC4=CC=CC=C34)C3=C(C=CC=C3)C)CC2)C(=O)O)C=CC1 4-(3-bromoanilino)-2'-(2-methylphenyl)-2',3'-dihydrospiro[cyclohexane-1,1'-indene]-4-carboxylic acid